C(CC)NC(O[C@H]1C[C@H](CC1)C1=CC(=NN1)NC(CC1=C(C=CC=C1)S(=O)(=O)C(C)C)=O)=O (1R,3S)-3-[3-({[2-(propan-2-ylsulfonyl)phenyl]acetyl}amino)-1H-pyrazol-5-yl]cyclopentyl propyl-carbamate